4-oxazinone O1N=CC(C=C1)=O